Bis(2,3-dimercaptopropanyl)disulfide SC(CSSCC(CS)S)CS